BrC=1C=NCN(C1C)CC1=C(C=CC=C1C(F)(F)F)F 5-bromo-1-(2-fluoro-6-trifluoromethylbenzyl)-6-methylpyrimidine